(S)-[1-({2-[1-(5-cyanopyridin-2-yl) piperidin-4-yl]Acetamido} oxy) propan-2-yl]Tert-butyl carbamate C(N)(OC(C[C@@H](CONC(CC1CCN(CC1)C1=NC=C(C=C1)C#N)=O)C)(C)C)=O